FC1=C(C=CC=C1OC)N1CCN(CC1)CC[C@@H]1CC[C@H](CC1)NC(CCOC)=O N-(trans-4-(2-(4-(2-Fluoro-3-methoxyphenyl)piperazin-1-yl)ethyl)cyclohexyl)-3-methoxypropanamide